P(=O)(OC[C@H]1O[C@H]([C@@H]([C@@H]1O)O)N1C=C2C3=CC=C(C=C3NC=3N=CN=C1C23)C#N)(O)O ((2R,3S,4R,5R)-5-(8-cyano-2,3,5,6-tetraazaaceanthrylen-2(6H)-yl)-3,4-dihydroxytetrahydrofuran-2-yl)methyl dihydrogen phosphate